2-[(2E)-2-(aminomethyl)-3-fluoroprop-2-en-1-yl]-4-[3'-methyl-4'-(morpholin-4-yl)biphenyl-3-yl]-2,4-dihydro-3H-1,2,4-triazol-3-one hydrochloride Cl.NC/C(/CN1N=CN(C1=O)C=1C=C(C=CC1)C1=CC(=C(C=C1)N1CCOCC1)C)=C\F